(4-chloro-7H-pyrrolo[2,3-d]Pyrimidin-5-yl)methanone ((Piperazin-1,4-diylbis(ethan-2,1-diyl))bis(azantriyl))tetrakis(hexan-6,1-diyl)tetrakis(2-octyldodecanoat) N1(CCN(CC1)CCN(CCCCCCC(C(=O)O)(CCCCCCCCCC)CCCCCCCC)CCCCCCC(C(=O)O)(CCCCCCCCCC)CCCCCCCC)CCN(CCCCCCC(C(=O)O)(CCCCCCCCCC)CCCCCCCC)CCCCCCC(C(=O)O)(CCCCCCCCCC)CCCCCCCC.ClC=1C2=C(N=CN1)NC=C2C=O